[(1S)-3-bromo-1-(4,4-difluoro-cyclohexyl)-2-oxopropyl]carbamate BrCC([C@H](C1CCC(CC1)(F)F)NC([O-])=O)=O